3-hydroxy-2-((((9Z,12Z)-octadeca-9,12-dienoyl)oxy)methyl)propyl (1r,1's,4R,4'R)-4'-pentyl-[1,1'-bi(cyclohexane)]-4-carboxylate C(CCCC)C1CCC(CC1)C1CCC(CC1)C(=O)OCC(CO)COC(CCCCCCC\C=C/C\C=C/CCCCC)=O